1-(3,5-dimethyl-4-hydroxyphenyl)Tetrahydrothiophenium CC=1C=C(C=C(C1O)C)[S+]1CCCC1